2-(4-aminophenyl)-8-ethyl-3-(4-(pyrimidin-2-yloxy)phenyl)-imidazo[1,2-c]pyrimidin-5-amine NC1=CC=C(C=C1)C=1N=C2N(C(=NC=C2CC)N)C1C1=CC=C(C=C1)OC1=NC=CC=N1